NCC(=O)OCC(COC(CN)=O)OC(CCCCCCC\C=C/C\C=C/CCCCC)=O 2-((9Z,12Z)-octadeca-9,12-dienoyloxy)propane-1,3-diyl bis(2-aminoacetate)